C1(CCCC1)C=1N(C=C(N1)C(=O)OCC)C1=C(C=CC=C1)C(F)(F)F ethyl 2-cyclopentyl-1-(2-(trifluoromethyl) phenyl)-1H-imidazole-4-carboxylate